1-(3,5-bis(trifluoromethyl)phenyl)-3-(1-methyl-1H-indol-5-yl)urea FC(C=1C=C(C=C(C1)C(F)(F)F)NC(=O)NC=1C=C2C=CN(C2=CC1)C)(F)F